C1(CC2C(CC1)O2)CCC[Si](OC)(C)C {3-(3,4-epoxycyclohexyl)propyl}dimethylmethoxysilane